2-(2,4-dioxotetrahydropyrimidin-1(2H)-yl)-5-((4-(5-(5-methyl-5H-pyrido[4,3-b]indol-7-yl)-4-(trifluoromethyl)pyridin-2-yl)piperazin-1-yl)methyl)isoindoline-1,3-dione O=C1N(CCC(N1)=O)N1C(C2=CC=C(C=C2C1=O)CN1CCN(CC1)C1=NC=C(C(=C1)C(F)(F)F)C=1C=CC=2C3=C(N(C2C1)C)C=CN=C3)=O